C[C@H]1N([C@@H](C1)C)C(=O)N[C@H](C(=O)O)CCN(CCCCC1=NC=2NCCCC2C=C1)CCOC1(CC1)C (2S)-2-[[(2R,4R)-2,4-dimethylazetidine-1-carbonyl]amino]-4-[2-(1-methylcyclopropoxy)ethyl-[4-(5,6,7,8-tetrahydro-1,8-naphthyridin-2-yl)butyl]amino]butanoic acid